FC1=C(C=C(C=C1)N(C(=O)C1(CC1)C(=O)N)C1=CC=C(C=C1)F)B1OC(C(O1)(C)C)(C)C N-(4-fluoro-3-(4,4,5,5-tetramethyl-1,3,2-dioxaborolan-2-yl)phenyl)-N-(4-fluorophenyl)cyclopropane-1,1-dicarboxamide